tert-Butyl ((5-((4'-methyl-6-(methylthio)-[1,1'-biphenyl]-3-yl)thio)thiazol-2-yl)methyl)carbamate CC1=CC=C(C=C1)C1=CC(=CC=C1SC)SC1=CN=C(S1)CNC(OC(C)(C)C)=O